(2R)-2-hydroxy-1-{5-[(4-methyl-3,4-dihydro-2H-1,4-benzoxazin-6-yl)sulfonyl]-1H,2H,3H,4H,5H,6H-pyrrolo[3,4-c]pyrrol-2-yl}butan-1-one O[C@@H](C(=O)N1CC=2CN(CC2C1)S(=O)(=O)C=1C=CC2=C(N(CCO2)C)C1)CC